COC1=CC=C(C=C1)C#CC=1C=C(C=O)C=CC1 3-((4-methoxyphenyl)ethynyl)benzaldehyde